para-aminophenyl p-aminobenzoate NC1=CC=C(C(=O)OC2=CC=C(C=C2)N)C=C1